CC1=C(N=CN1)CN1N=C2N([C@H](CCC2)C(=O)N2CCCC2)C1=O |r| (5RS)-2-[(5-Methyl-1H-imidazol-4-yl)methyl]-5-(pyrrolidin-1-ylcarbonyl)-5,6,7,8-tetrahydro[1,2,4]triazolo[4,3-a]pyridin-3(2H)-one